C(CCCCCNC(CCC1=CC(=C(C(=C1)C(C)(C)C)O)C(C)(C)C)=O)NC(CCC1=CC(=C(C(=C1)C(C)(C)C)O)C(C)(C)C)=O N,N'-hexane-1,6-diylbis(3-(3,5-di-tert-butyl-4-hydroxyphenyl)propionamide)